O=C1N(C2=CC=C(C=3C2=C1C=CC3)NCCCCCCCN3CCCCC3)C3C(NC(CC3)=O)=O 3-(2-oxo-6-((7-(piperidin-1-yl)heptyl)amino)benzo[cd]indol-1(2H)-yl)piperidine-2,6-dione